[N+](=O)(O)[O-].C(C=C)N1CN(C=C1)CC 1-allyl-3-ethylimidazole nitrate